1,1'-biphenyl-2-carboxylic acid C=1(C(=CC=CC1)C(=O)O)C1=CC=CC=C1